FC1=C(C=CC(=C1)B1OC(C(O1)(C)C)(C)C)C1CCC2(CCN(C2)C(=O)OC(C)(C)C)CC1 tert-butyl 8-[2-fluoro-4-(4,4,5,5-tetramethyl-1,3,2-dioxaborolan-2-yl)phenyl]-2-azaspiro[4.5]decane-2-carboxylate